trans-5-[(3S)-2-[4-[(1-methylpyrazol-4-yl)methyl]cyclohexanecarbonyl]isoxazolidin-3-yl]pyridine-3-carbonitrile CN1N=CC(=C1)C[C@@H]1CC[C@H](CC1)C(=O)N1OCC[C@H]1C=1C=C(C=NC1)C#N